O1C(CCCC1)N1N=CC2=C(C=CC=C12)CCCCC(=O)O 5-(1-tetrahydropyran-2-ylindazol-4-yl)pentanoic acid